C(C1=CC=CC=C1)C(C(C(F)(F)F)NS(=O)C(C)(C)C)(C)C N-(3-benzyl-1,1,1-trifluoro-3-methylbutan-2-yl)-2-methylpropane-2-sulfinamide